ONC(CCCCCCNC(=O)C=1C=NC(=NC1)NC1COC2=C1C(=CC=C2)Cl)=O N-(7-(hydroxyamino)-7-oxoheptyl)-2-((4-chloro-2,3-dihydrobenzofuran-3-yl)amino)pyrimidine-5-carboxamide